CN1N=C(C=C1)N1CCN(CC1)C(=O)OC(C)(C)C tert-butyl 4-(1-methyl-1H-pyrazol-3-yl)piperazine-1-carboxylate